1-(2,4-dihydroxy-5-methylphenyl)ethanone OC1=C(C=C(C(=C1)O)C)C(C)=O